C(C)(C)(C)C=1N=C(SC1)NC(=O)C=1N(C=CC1)CC1=C(C=NC=C1)Cl N-(4-(tert-butyl)thiazol-2-yl)-1-((3-chloropyridin-4-yl)methyl)-1H-pyrrole-2-carboxamide